3-[(3-cyclopropyl-2-fluorophenyl)sulfanyl]-4-[5-(2,4-dimethylbenzyl)-5,6-dihydro-4H-1,2,4-oxadiazin-3-yl]cinnoline C1(CC1)C=1C(=C(C=CC1)SC=1N=NC2=CC=CC=C2C1C1=NOCC(N1)CC1=C(C=C(C=C1)C)C)F